trans-4-(4-chlorophenyl)-N-{2-fluoro-3-[6-oxo-4-(trifluoromethyl)-1,6-dihydropyrimidin-2-yl]-4-(trifluoromethyl)benzyl}cyclohexane-1-carboxamide ClC1=CC=C(C=C1)[C@@H]1CC[C@H](CC1)C(=O)NCC1=C(C(=C(C=C1)C(F)(F)F)C=1NC(C=C(N1)C(F)(F)F)=O)F